C(#N)C1CN(CC1C1=CC=CC=C1)C(=O)[O-] 3-cyano-4-phenylpyrrolidine-1-carboxylate